4-(dimethylamino)-1-methylpyridin-1-ium CN(C1=CC=[N+](C=C1)C)C